N,N-bis-(4-aminophenyl)aniline NC1=CC=C(C=C1)N(C1=CC=CC=C1)C1=CC=C(C=C1)N